C(C)(C)(C)OC(N(CCC1=NC(=CC=C1[N+](=O)[O-])OC)CCC1=C(C=CC(=C1)F)Br)=O (2-bromo-5-fluorophenylethyl)(2-(6-methoxy-3-nitropyridin-2-yl)ethyl)-carbamic acid tert-butyl ester